O.[OH-].[Li+].COC=1C=C(C=CC1OC)[C@@H](C)NC(=O)C1=C(C=CC=C1)CCC(=O)NNC(/C=C/C(=O)O)=O (E)-4-[2-[3-[2-[[(1R)-1-(3,4-Dimethoxyphenyl)ethyl]carbamoyl]phenyl]propanoyl]hydrazino]-4-oxo-but-2-enoic acid Lithium hydroxide monohydrate